(S)-4-((2-((5-fluoropyrimidin-2-yl)oxy)ethyl)(4-(5,6,7,8-tetrahydro-1,8-naphthyridin-2-yl)butyl)amino)-2-(2-(2-methoxyphenyl)acetamido)butanoic acid FC=1C=NC(=NC1)OCCN(CC[C@@H](C(=O)O)NC(CC1=C(C=CC=C1)OC)=O)CCCCC1=NC=2NCCCC2C=C1